C(CC)OC=1C2=CC=CC=C2C(=C2C=CC(=CC12)CC)OCCC 9,10-dipropoxy-2-ethylanthracene